1-(4-methylbenzenesulfonyl)-5,6-dihydro-4H-indol-7-one CC1=CC=C(C=C1)S(=O)(=O)N1C=CC=2CCCC(C12)=O